AMINOPYRIDOOXAZINE NC=1NOC2=C(C1)N=CC=C2